N-(3-methyl-5-nitrophenyl)carboxamide CC=1C=C(C=C(C1)[N+](=O)[O-])NC=O